ClC=1C=C(C(=NC1)C1=NN(C=C1)CC(C)(O)C)C(F)F 1-(3-(5-chloro-3-(difluoromethyl)pyridin-2-yl)-1H-pyrazol-1-yl)-2-methylpropan-2-ol